FC(C=1C(=C(C=CC1)[C@@H](C)NC(=O)C1=CC2=C(N=CN=C2O[C@@H]2COCC2)N1)F)F N-((R)-1-(3-(difluoromethyl)-2-fluorophenyl)ethyl)-4-(((S)-tetrahydrofuran-3-yl)oxy)-7H-pyrrolo[2,3-d]pyrimidine-6-carboxamide